[Co].ClC=1C(=C(C(=NC1C=1OC=C(N1)C(C)(C)C)C=1OC=C(N1)C(C)(C)C)Cl)N(C)C dichloro[2,6-bis[4-(S)-tert-butyl-2-oxazolyl]-4-Dimethylaminopyridine] cobalt